C(C=C)(=O)N1C[C@@H](CC1)N1C(N(C=2C=NC=CC21)C2=CC=C(C=C2)OC2=C(C(=CC=C2)Cl)F)=O (R)-1-(1-acryloylpyrrolidin-3-yl)-3-(4-(3-chloro-2-fluorophenoxy)phenyl)-1H-imidazo[4,5-c]pyridin-2(3H)-one